1-(3-(3-(1H-pyrazol-4-yl)quinoxaline-6-carbonyl)-4-fluorophenyl)-3-(3-chloro-4-fluorophenyl)urea N1N=CC(=C1)C=1C=NC2=CC=C(C=C2N1)C(=O)C=1C=C(C=CC1F)NC(=O)NC1=CC(=C(C=C1)F)Cl